C(C=C)(=O)N1CC(C1)C1=C2C=C(N=CC2=C(C=C1)N1[C@@H]([C@H](C1)N(S(=O)(=O)C)C(C)C)C)NC1=NC(=NC=C1)N1CCC(CC1)OC N-((2R,3S)-1-(5-(1-acryloylazetidin-3-yl)-3-((2-(4-methoxypiperidin-1-yl)pyrimidin-4-yl)amino)isoquinolin-8-yl)-2-methylazetidin-3-yl)-N-isopropylmethanesulfonamide